CC=1SC=C2C1CCC(C2)(C)NC(OC(C)(C)C)=O tert-butyl N-(1,5-dimethyl-6,7-dihydro-4H-2-benzothiophen-5-yl)carbamate